BrC1=NC(=C(C=C1C=O)OC)OC 2-bromo-5,6-dimethoxy-pyridine-3-carbaldehyde